C(#N)C1=CC=2N(N=C1)C(=CC2)C2=CC(=C(C=N2)C2=NN=C(S2)C2CCC(CC2)NC(C)=O)NC2CC(C2)(C)O N-((1R,4r)-4-(5-(6-(3-cyanopyrrolo[1,2-b]pyridazin-7-yl)-4-(((1s,3S)-3-hydroxy-3-methylcyclobutyl)amino)pyridin-3-yl)-1,3,4-thiadiazol-2-yl)cyclohexyl)acetamide